(4-(hydroxy(5-isopropyl-6-methoxypyridin-3-yl)methyl)-3,5-dimethylphenyl)acetamide OC(C1=C(C=C(C=C1C)CC(=O)N)C)C=1C=NC(=C(C1)C(C)C)OC